FC=1C=C(C=NC1)COC=1C(=NC=CC1)C1=CC(=CN1)C(=O)OC methyl 5-{3-[(5-fluoropyridin-3-yl)methoxy]pyridin-2-yl}-1H-pyrrole-3-carboxylate